BrC1=CC=C2C3=C(NC2=C1)C(=NC=C3)[C@@H](CC3=CC=CC=C3)NC(C)=O (R)-N-(1-(7-bromo-9H-pyrido[3,4-b]indol-1-yl)-2-phenylethyl)acetamide